6-(4-((cis-5-Isobutylhexahydropyrrolo[3,4-c]pyrrol-2(1H)-yl)methyl)phenyl)-1,4-dimethyl-2-(4-(methylsulfonyl)phenyl)-1H-benzo[d]imidazol C(C(C)C)N1C[C@@H]2[C@H](C1)CN(C2)CC2=CC=C(C=C2)C=2C=C(C1=C(N(C(=N1)C1=CC=C(C=C1)S(=O)(=O)C)C)C2)C